(S)-quinuclidin-3-yl ((R)-6-(3,5-dimethyl-4-propoxyphenyl)-2,2-dimethyl-1,2,3,4-tetrahydronaphthalen-1-yl)carbamate CC=1C=C(C=C(C1OCCC)C)C=1C=C2CCC([C@H](C2=CC1)NC(O[C@@H]1CN2CCC1CC2)=O)(C)C